FC1(CN(CC1)C(=O)[C@@H]1CCCC=2N1C(N(N2)CC2=CC=C(C=C2)F)=O)F (5S)-5-[(3,3-Difluoropyrrolidin-1-yl)carbonyl]-2-(4-fluorobenzyl)-5,6,7,8-tetrahydro[1,2,4]triazolo[4,3-a]pyridin-3(2H)-one